2-chloro-4-(2,4-difluorophenyl)-7-methylpteridine ClC1=NC2=NC(=CN=C2C(=N1)C1=C(C=C(C=C1)F)F)C